(E)-1-(3-(8-methoxy-2,3-dihydrobenzo[b][1,4]dioxin-6-yl)acryloyl)-2-oxo-1,2,5,6-tetrahydropyridine-3-carbonitrile COC1=CC(=CC2=C1OCCO2)/C=C/C(=O)N2C(C(=CCC2)C#N)=O